C(C=C)(=O)NC1=C(C2=C(C(N(C(C2)CC)C(=O)OC(C)(C)C)CC)S1)C=1SC2=C(N1)C=CC=C2 tert-Butyl 2-acrylamido-3-(benzo[d]thiazol-2-yl)-5,7-diethyl-4,7-dihydrothieno[2,3-c]pyridine-6(5H)-carboxylate